tert-butyl 6-methyl-6-((2-(phenylcarbamoyl) phenyl) selanyl)-2-azaspiro[3.3]heptane-2-carboxylate CC1(CC2(CN(C2)C(=O)OC(C)(C)C)C1)[Se]C1=C(C=CC=C1)C(NC1=CC=CC=C1)=O